C(C=C)(=O)OC=[N-] acryloyloxymethylenamide